ClC=1C(=C(C=C2C=C(N=CC12)NC=1C=C2CN(C(C2=CC1)=O)C1CC1)C1=C(C2=C(OCCN2C(=O)[O-])N=C1)C)F 7-(8-Chloro-3-((2-cyclopropyl-1-oxoisoindolin-5-yl)amino)-7-fluoroisoquinolin-6-yl)-8-methyl-2,3-Dihydro-1H-pyrido[2,3-b][1,4]oxazine-1-carboxylate